FC1=CC=C(C=C1)N1CCN(C2=CC=CC=C12)C(=O)NC[C@H]1CN(CC1)CC(C)C (S)-4-(4-fluorophenyl)-N-((1-isobutylpyrrolidin-3-yl)methyl)-3,4-dihydroquinoxaline-1(2H)-carboxamide